FC([C@@](C(=O)N1CC2=C(C=C(C=C2CC1)C=1C=C2C(=NC1)NC=C2C)[C@@H]2NCCOC2)(C)O)(F)F (S)-3,3,3-trifluoro-2-hydroxy-2-methyl-1-(6-(3-methyl-1H-pyrrolo[2,3-b]pyridin-5-yl)-8-((S)-morpholin-3-yl)-3,4-dihydroisoquinolin-2(1H)-yl)propane-1-one